CC(CNC)(C)O 1,1-dimethyl-2-(methylamino)ethyl alcohol